C1(CC1)C(C)(C)NC1=NC(=NC=C1C(=O)N)NC1CCC(CC1)OC 4-(2-cyclopropylpropan-2-ylamino)-2-((1r,4r)-4-methoxycyclohexylamino)pyrimidine-5-carboxamide